5-amino-2-[(2,5-dimethyloxazol-4-yl)methyl]-8-(2,6-dimethyl-4-pyridyl)-7-(4-fluorophenyl)-[1,2,4]triazolo[4,3-c]pyrimidin-3-one NC1=NC(=C(C=2N1C(N(N2)CC=2N=C(OC2C)C)=O)C2=CC(=NC(=C2)C)C)C2=CC=C(C=C2)F